CC1(OCC(O1)CN1N=CC(=C1)B1OC(C(O1)(C)C)(C)C)C 1-((2,2-dimethyl-1,3-dioxolan-4-yl)methyl)-4-(4,4,5,5-tetramethyl-1,3,2-dioxaborolan-2-yl)-1H-pyrazole